C(CCC(=O)O)(=O)[O-].C(CCC(=O)O)(=O)O.C(C[NH-])[NH-].[Na+].[Na+].[Na+] Trisodium ethylenediamide disuccinate